ClC1=CC=C(S1)CCC(=O)O 3-(5-chlorothiophene-2-yl)propionic acid